4-amino-4-(2-ethoxy-2-oxoethyl)piperidine-1-carboxylic acid tert-butyl ester C(C)(C)(C)OC(=O)N1CCC(CC1)(CC(=O)OCC)N